ClC1=CC(=C(CN2C(N3C(C4=C2C=C(C=N4)N4CCOCC4)=NC(=C3)CC(C)C)=O)C(=C1)F)F 6-(4-chloro-2,6-difluorobenzyl)-2-(2-methylpropyl)-8-(morpholin-4-yl)imidazo[1,2-c]pyrido[2,3-e]pyrimidin-5(6H)-one